OC(C(C)N1C(N(C2=C1C=C(C=C2)C(=O)NC2(CS(C2)(=O)=O)C)C2=CC(=CC=C2)OC(C(F)F)(F)F)=O)(C)C 3-(3-hydroxy-3-methylbutan-2-yl)-N-(3-methyl-1,1-dioxidothietan-3-yl)-2-oxo-1-(3-(1,1,2,2-tetrafluoroethoxy)phenyl)-2,3-dihydro-1H-benzo[d]imidazole-5-carboxamide